4-bromo-2,4-pentanediol dibenzoate C(C1=CC=CC=C1)(=O)OC(C)CC(C)(OC(C1=CC=CC=C1)=O)Br